FC1=C(C=C(C(=C1O)F)F)C=1SC(=CN1)CN1C(C2CCC2C1=O)=O 3-((2-(2,4,5-Trifluoro-3-hydroxyphenyl)thiazol-5-yl)methyl)-3-azabicyclo[3.2.0]heptane-2,4-dione